CN(C(CCCCCCCCC)=O)C N,N-Dimethyldecan-1-amid